Lithium 1-((2-(tert-butoxycarbonyl)-tetrahydroisoquinolin-6-yl)methyl)-1H-1,2,3-triazole-4-carboxylate C(C)(C)(C)OC(=O)N1CC2=CC=C(CC2CC1)CN1N=NC(=C1)C(=O)[O-].[Li+]